BrC1=CC2=C(NC(CC(N2C=2C=C(C#N)C=CC2)=O)=O)C2=CC=CC=C12 3-(7-Bromo-2,4-dioxo-1,2,3,4-tetrahydro-5H-naphtho[1,2-b][1,4]diazepin-5-yl)benzonitrile